N-((6S,7S)-6-((2-fluoro-[1,1'-biphenyl]-3-yl)methyl)-5-azaspiro[2.4]heptan-7-yl)cyclopropanesulfonamide hydrochloride Cl.FC1=C(C=CC=C1C[C@@H]1NCC2(CC2)[C@@H]1NS(=O)(=O)C1CC1)C1=CC=CC=C1